N-ethyl-N-propyl-3-propylsulphonyl-1H-1,2,4-triazole-1-carboxamide C(C)N(C(=O)N1N=C(N=C1)S(=O)(=O)CCC)CCC